C(C)(C)(C)C1=CC=C(C=C1)[S@](=NC(=O)NC1=CC=CC=C1)C1=C(C(=CC=C1)C)C1=C(C=CC=C1C)I 1-((S)-(4-(tert-butyl)phenyl)((R)-2'-iodo-6,6'-dimethyl-[1,1'-biphenyl]-2-yl)-λ4-sulfaneylidene)-3-phenylurea